NCC=1C=C(C=CC1)C1CCN(CC1)C(CC1=CC(OC2=CC(=C(C=C12)O)O)=O)=O 4-(2-(4-(3-(aminomethyl)phenyl)piperidin-1-yl)-2-oxoethyl)-6,7-dihydroxy-2H-chromen-2-one